(S)-5-ethynyl-N-(3-(1-((1-methyl-1H-pyrazolo[3,4-b]pyrazin-6-yl)amino)ethyl)phenyl)nicotinamide C(#C)C=1C=NC=C(C(=O)NC2=CC(=CC=C2)[C@H](C)NC2=CN=C3C(=N2)N(N=C3)C)C1